(±)-trans-2-aminocyclobutan-1-ol N[C@H]1[C@@H](CC1)O |r|